N1(N=CC=C1)CCCCN1C=C(C2=CC(=CC=C12)C1(CC1)C)C#N 1-(4-(1H-pyrazol-1-yl)butyl)-5-(1-methylcyclopropyl)-indole-3-carbonitrile